1-Ethyl 2-(2-(((2S,4R)-1-((S)-2-(1-fluorocyclopropanecarboxamido)-3,3-dimethylbutanoyl)-4-hydroxypyrrolidine-2-carboxamido)methyl)phenoxy)acetate FC1(CC1)C(=O)N[C@H](C(=O)N1[C@@H](C[C@H](C1)O)C(=O)NCC1=C(OCC(=O)OCC)C=CC=C1)C(C)(C)C